Methyl 2-([5-(3-methoxyphenyl)-1-([oxan-4-yl]-methyl)-1H-pyrazol-3-yl]methoxy)-2-methylpropanoate COC=1C=C(C=CC1)C1=CC(=NN1CC1CCOCC1)COC(C(=O)OC)(C)C